The molecule is an amino acid zwitterion arising from transfer of a proton from the carboxy to the amino group of 4-amino-L-phenylalanine; major species at pH 7.3. It is a tautomer of a 4-amino-L-phenylalanine. C1=CC(=CC=C1C[C@@H](C(=O)[O-])[NH3+])N